7-(3-hydroxy-3-methyl-cyclobutyl)-5,6-dihydropyrrolo[2,3-c]pyridazin OC1(CC(C1)N1CCC2=C1N=NC=C2)C